C(CCCCCCCCCCC)O.[Na] sodium n-dodecanol